N-(5,6-difluoro-1H-indol-3-yl)-4-(1,1,2,2-tetrafluoroethoxy)benzamide FC=1C=C2C(=CNC2=CC1F)NC(C1=CC=C(C=C1)OC(C(F)F)(F)F)=O